7-chloro-1-(3,5-diisopropylpyridin-4-yl)-6-fluoropyrido[2,3-d]pyrimidine ClC=1C(=CC2=C(N(CN=C2)C2=C(C=NC=C2C(C)C)C(C)C)N1)F